(6z,9z,28z,31z)-4-(dimethylamino)butanoic acid CN(CCCC(=O)O)C